ClC1=C(C=CC(=C1)P(C)C)C1COCCCN1C1=NC(=NC(=C1)C)N 4-[3-(2-chloro-4-dimethylphosphino-phenyl)-1,4-oxazepan-4-yl]-6-methyl-pyrimidin-2-amine